C(#N)C=1C=CC(=NC1)N[C@@H]1CC[C@H](CC1)N(C(C)=O)C1=CC(=C(C=C1)C=1C=NN(C1)C)OC N-(trans-4-((5-cyanopyridin-2-yl)amino)cyclohexyl)-N-(3-methoxy-4-(1-methyl-1H-pyrazol-4-yl)phenyl)acetamide